C12(CC3CC(CC(C1)C3)C2)CN2N=CC(=C2C)C2=C(C=3N(C=C2)N=C(N3)NC3=CC(=CC=C3)C(NC=3SC2=C(N3)C=CC=C2)=O)C(=O)OC methyl 7-(1-(adamantan-1-ylmethyl)-5-methyl-1H-pyrazol-4-yl)-2-((3-(benzo[d]thiazol-2-ylcarbamoyl)phenyl)amino)-[1,2,4]triazolo[1,5-a]pyridine-8-carboxylate